C(NCCOCCOCCOCCOCC)(=O)NC=1SC(=C(N1)C1=CC=CC=C1)NC(=O)[C@H]1N(CCC1)C([C@@H](NC([C@H](C)NC)=O)C1CCCCC1)=O (S)-N-(2-(5,8,11,14-tetraoxa-2-azahexadecanoylamino)-4-phenylthiazol-5-yl)-1-((S)-2-cyclohexyl-2-((S)-2-(methylamino)propionamido)acetyl)pyrrolidine-2-carboxamide